di(beta-butoxyformylethyl)tin di(isooctyl thioglycolate) C(CCCCC(C)C)C(C(=O)[O-])S.C(CCCCC(C)C)C(C(=O)[O-])S.C(CCC)OC(=O)CC[Sn+2]CCC(=O)OCCCC